1-(3-((7-methoxy-4-((2-methoxy-5-(1-methyl-1H-pyrazol-5-yl)phenyl)amino)quinazolin-6-yl)oxy)pyrrolidin-1-yl)prop-2-en-1-one COC1=C(C=C2C(=NC=NC2=C1)NC1=C(C=CC(=C1)C1=CC=NN1C)OC)OC1CN(CC1)C(C=C)=O